Cl.CN(C1=CC=C(C=C1)C)C N,N-dimethyl-p-toluidine hydrochloride